C(C)(C)C1=C(C=NC=N1)N 6-Isopropylpyrimidin-5-Amine